NC(C([C@H](C[C@H]1C(NCC1)=O)NC([C@H](CC(C)C)NC(O[C@H](C(F)(F)C1=CC(=CC=C1)Cl)C1=CC=CC=C1)=O)=O)=O)=O (S)-2-(3-chlorophenyl)-2,2-difluoro-1-phenylethyl ((S)-1-(((S)-4-amino-3,4-dioxo-1-((S)-2-oxopyrrolidin-3-yl)butan-2-yl)amino)-4-methyl-1-oxopentan-2-yl)carbamate